CN1N=C2C=CC(=CC2=C1C(=O)OC)OCC1=C(N=CS1)C methyl 2-methyl-5-((4-methylthiazol-5-yl) methoxy)-2H-indazole-3-carboxylate